C[C@H]1OC2=C(SC=3C(NC(=C(C1)C32)C)=O)C3=CC=NC=C3 (R)-4,6-dimethyl-2-(pyridin-4-yl)-5,7-dihydro-3-oxa-1-thia-7-aza-acenaphthylen-8(4H)-one